C(C=C)(=O)NC=1C=C(C=CC1)C=1C=C(C(=C2C=NC=NC12)N)C1=CC=C(C(=O)NC2=NC=CC=C2)C=C1 4-(8-(3-acrylamidophenyl)-5-aminoquinazolin-6-yl)-N-(pyridin-2-yl)benzamide